FC1=C(C(=CC=C1)O)C=1C=C2C(=NN(C2=CC1C=O)C1OCCCC1)C1=CC(=C(C=C1)N1C[C@@H]2COCCN2CC1)OCCCBr 5-(2-fluoro-6-hydroxyphenyl)-3-(4-((R)-hexahydropyrazino[2,1-c][1,4]oxazin-8(1H)-yl)-3-(3-bromopropyloxy)phenyl)-1-(tetrahydro-2H-pyran-2-yl)-1H-indazole-6-carbaldehyde